C(C=C)OC1=CC=CC=2C=C(OC21)C(C)=O 1-(7-allyloxybenzofuran-2-yl)ethan-1-one